[Si](C)(C)(C(C)(C)C)OCCNCCN1N=C(N=C1)C(=O)NO 1-(2-(2-(tert-butyldimethylsilyloxy)ethylamino)ethyl)-N-hydroxy-1H-1,2,4-triazole-3-carboxamide